4-cyclopropoxy-N-(3,5-difluoro-4-((7-(2-(methylamino)ethoxy)quinolin-4-yl)oxy)phenyl)pyridine-3-carboxamide C1(CC1)OC1=C(C=NC=C1)C(=O)NC1=CC(=C(C(=C1)F)OC1=CC=NC2=CC(=CC=C12)OCCNC)F